Hept-2-ene-2-carbaldehyde CC(=CCCCC)C=O